1-methyl-2-trifluoromethyl-5-amino-1H-imidazole CN1C(=NC=C1N)C(F)(F)F